N-(4-(2-aminopyrimidin-4-yl)phenyl)-4-phenoxybenzamide NC1=NC=CC(=N1)C1=CC=C(C=C1)NC(C1=CC=C(C=C1)OC1=CC=CC=C1)=O